O(C1=C(C=CC=C1)C(C)C)C1=C(C=CC=C1)C(C)C 2,2'-oxybis(cumene)